NCC=1C=NC(=NC1)C1=C(C=C(C#N)C=C1)SC=1SC(=NN1)N1CCCCC1 4-[5-(aminomethyl)pyrimidin-2-yl]-3-[(5-piperidin-1-yl-1,3,4-thiadiazol-2-yl)sulfanyl]benzonitrile